Cl.N[C@@H](C(=O)OC)CC1=C(C=CC=C1)O Methyl (2R)-2-amino-3-(2-hydroxyphenyl)propanoate HCl salt